C(C)(C)(C)OC(N=C1CCCC12CCN(CC2)C2=NC(=C(N=C2NCCO)SC2=C(C(=CC=C2)Cl)Cl)C)=O (R)-(8-(5-((2,3-dichlorophenyl)thio)-3-((2-hydroxyethyl)amino)-6-methylpyrazin-2-yl)-8-azaspiro[4.5]Decyl-1-yl)carbamic acid tert-butyl ester